OC1=C2CCN(C(C2=CC(=C1)C(=O)OC)=O)[C@@H](C)C1=NC=CC(=C1)OC methyl (s)-5-hydroxy-2-(1-(4-methoxypyridin-2-yl)ethyl)-1-oxo-1,2,3,4-tetrahydroisoquinoline-7-carboxylate